1-[[2-(ethylsulfonylamino)-3-fluoropyridin-4-yl]methyl]-4-(2-fluoro-4-iodoanilino)-5-methyl-6-oxopyridine-3-carboxamide C(C)S(=O)(=O)NC1=NC=CC(=C1F)CN1C=C(C(=C(C1=O)C)NC1=C(C=C(C=C1)I)F)C(=O)N